ClC1=NC(=CN=C1)N1C[C@@H](CCC1)OC1=C(C=CC=C1)C1CC1 (R)-2-chloro-6-(3-(2-cyclopropylphenoxy)piperidin-1-yl)pyrazine